CN(CCC=O)CCC 3-[METHYL(PROPYL)AMINO]PROPANAL